para-vinylbenzenesulfonate C(=C)C1=CC=C(C=C1)S(=O)(=O)[O-]